C(C)(C)(C)[C@H]1CN(CCN1)C=1N=C(NC(C1Cl)=O)C1=CC=NC=C1 4-[(3S)-3-tert-butylpiperazin-1-yl]-5-chloro-2-(4-pyridinyl)-1H-pyrimidin-6-one